2-(2-chlorophenyl)-N-((methyl-d3)Aminomethylcarbamoyl)-2-(4-(trifluoromethyl)pyridin-2-yl)acetamide ClC1=C(C=CC=C1)C(C(=O)NC(NCNC([2H])([2H])[2H])=O)C1=NC=CC(=C1)C(F)(F)F